4-[3-[2,6-Dichloro-4-(1-methylpyrazolo[3,4-c]pyridin-4-yl)benzoyl]-2,4-dihydro-1,3-benzoxazin-8-yl]-5-fluoro-2-(3-oxa-8-azabicyclo[3.2.1]octan-8-yl)benzoic acid ClC1=C(C(=O)N2COC3=C(C2)C=CC=C3C3=CC(=C(C(=O)O)C=C3F)N3C2COCC3CC2)C(=CC(=C1)C1=C2C(=CN=C1)N(N=C2)C)Cl